CC1(C2(CC2)CCC(C1)=O)C 4,4-dimethyl-spiro[2.5]octan-6-one